(2Z,4E,6E,8E)-3,7-dimethyl-9-(2,6,6-trimethyl-3-oxocyclohexen-1-yl)nona-2,4,6,8-tetraenoic acid C/C(=C/C(=O)O)/C=C/C=C(/C=C/C1=C(C(CCC1(C)C)=O)C)\C